pyrazinofuran N1=CC=NC2=C1C=CO2